C(C)(C)C1=CC(=NN1C1=CC=C(C=C1)OC(F)(F)F)N1CC(C1)(O)C 1-[5-isopropyl-1-[4-(trifluoromethoxy)phenyl]pyrazol-3-yl]-3-methyl-azetidin-3-ol